bis(iso-butylbenzene) nickel [Ni].C(C(C)C)C1=CC=CC=C1.C(C(C)C)C1=CC=CC=C1